ClC1=NC=C(C(=N1)N1CC(C1)(F)CO)C(F)(F)F (1-(2-chloro-5-(trifluoromethyl)pyrimidin-4-yl)-3-fluoroazetidin-3-yl)methanol